O[C@]1(CN(C[C@@H]1S(=O)(=O)C1=CC=C(C=C1)C(F)(F)F)S(=O)(=O)C1=C(C#N)C=CC=C1)CO 2-(((3R,4S)-3-hydroxy-3-(hydroxymethyl)-4-((4-(trifluoromethyl)phenyl)sulfonyl)pyrrolidin-1-yl)sulfonyl)benzonitrile